FC=1C=C(C=NC1C)[C@H]1N(OCC1)C(=O)[C@@H]1CC[C@H](CC1)CC=1C=C(C=2N(C1)N=C(N2)C)F trans-[(3S)-3-(5-fluoro-6-methyl-3-pyridyl)isoxazolidin-2-yl]-[4-[(8-fluoro-2-methyl-[1,2,4]triazolo[1,5-a]pyridin-6-yl)methyl]cyclohexyl]methanone